C1(=CCCCC1)CC1=C(C=CC=C1)C 1-(1-Cyclohexenyl-methyl)-2-methylbenzol